C(CCC)C(C(=O)OCCCCCC(=O)OCC1(COC(OC1)(C)C)COC(CCCCCOC(C(CCCCCC)CCCC)=O)=O)CCCCCC [6-[[5-[6-(2-butyloctanoyloxy)hexanoyloxymethyl]-2,2-dimethyl-1,3-dioxan-5-yl]methoxy]-6-oxohexyl] 2-butyloctanoate